4,4'-bis(benzoxazolyl)-cis-stilbene O1C(=NC2=C1C=CC=C2)C2=CC=C(C=C2)\C=C/C2=CC=C(C=C2)C=2OC1=C(N2)C=CC=C1